ClC1=CC(=C(N=N1)OC1=C(C(=CC=C1)C)F)C1=NOCC(N1)CC1=C(C=C(C=C1)Cl)Cl 3-[6-chloro-3-(2-fluoro-3-methylphenoxy)pyridazin-4-yl]-5-(2,4-dichlorobenzyl)-5,6-dihydro-4H-1,2,4-oxadiazine